methyl 6-bromo-3-chloro-2-fluorobenzoate BrC1=CC=C(C(=C1C(=O)OC)F)Cl